hydroxycresol OC1=C(C(=CC=C1)O)C